4-imino-3-methyl-3,4-dihydropyrimidin-2(1H)-one N=C1N(C(NC=C1)=O)C